4-(Tert-Butoxycarbonylhydrazono)cyclohexanecarboxylic acid ethyl ester C(C)OC(=O)C1CCC(CC1)=NNC(=O)OC(C)(C)C